ClC1=C(C(=NC=C1F)F)C(=O)C1=NOC(=C1)C1CC1 (4-chloro-2,5-difluoropyridin-3-yl)(5-cyclopropylisoxazol-3-yl)methanone